C(CC)N1CCCC2CC3=C(CC12)C=CC=C3 1-propyl-1,2,3,4,4a,5,10,10a-octahydrobenzo[g]quinoline